(2-fluoro-5-hydroxyphenyl)(6-(5-(2-fluoro-5-methylphenyl)-4-(trifluoromethyl)-1H-pyrazol-1-yl)-2-azaspiro[3.3]hept-2-yl)methanone FC1=C(C=C(C=C1)O)C(=O)N1CC2(C1)CC(C2)N2N=CC(=C2C2=C(C=CC(=C2)C)F)C(F)(F)F